3-((4-((5-(2-chloro-4-phenoxybenzoyl)-7H-pyrrolo[2,3-d]pyrimidin-4-yl)amino)-[1,4'-bipiperidin]-1'-yl)methyl)azetidine-1-carboxylic acid tert-butyl ester C(C)(C)(C)OC(=O)N1CC(C1)CN1CCC(CC1)N1CCC(CC1)NC=1C2=C(N=CN1)NC=C2C(C2=C(C=C(C=C2)OC2=CC=CC=C2)Cl)=O